2-chloro-8-hydroxy-9,9-dimethyl-8,9-dihydropyrazolo[1,5-a]pyrido[2,3-e]pyrimidine-6(7H)-carboxylic acid tert-butyl ester C(C)(C)(C)OC(=O)N1CC(C(C2=C1C=NC=1N2N=C(C1)Cl)(C)C)O